3-(cyanomethyl)-3-methyl-N-{cis-3-[methyl-(7H-pyrrolo[2,3-d]pyrimidin-4-yl)amino]cyclobutyl}cyclobutanesulfonamide C(#N)CC1(CC(C1)S(=O)(=O)N[C@@H]1C[C@@H](C1)N(C=1C2=C(N=CN1)NC=C2)C)C